C(C)(=O)NC=1C=2N=CN([C@H]3[C@H](O)[C@H](OP(=O)(O)O)[C@@H](COP(=O)(O)OP(=O)(O)OCC(C)(C)[C@@H](O)C(=O)NCCC(=O)NCCS)O3)C2N=CN1 N-acetyl-CoA